2-(4,4-dimethyl-1-piperidinyl)-8-(1-hydroxyethyl)-6-methyl-4-oxo-chromene-3-carbonitrile CC1(CCN(CC1)C=1OC2=C(C=C(C=C2C(C1C#N)=O)C)C(C)O)C